(5-methyl-2-((tetrahydro-2H-pyran-2-yl)oxy)phenyl)lithium CC=1C=CC(=C(C1)[Li])OC1OCCCC1